1,3,5-tri(2-methyl-1H-imidazolyl)benzene CC=1N(C=CN1)C1=CC(=CC(=C1)N1C(=NC=C1)C)N1C(=NC=C1)C